C(C1=CC=CC=C1)OC1=NC(=CC=C1N1C(N(C2=C1C=CC(=C2)N2CCC(CCC2)CC(=O)OCC)C)=O)OCC2=CC=CC=C2 ethyl 2-(1-(1-(2,6-bis(benzyloxy)pyridin-3-yl)-3-methyl-2-oxo-2,3-dihydro-1H-benzo[d]imidazol-5-yl)azepan-4-yl)acetate